C(C1=CC=CC=C1)OC=1C(C=CN2N(CN(C(C21)=O)CC)C21C(=CC3=CC(=C(C=C23)F)F)CC=2C=CC=CC21)=O 5-(benzyloxy)-1-(2,3-difluoroindeno[1,2-a]inden-4b(9H)-yl)-3-ethyl-2,3-dihydro-1H-pyrido[2,1-f][1,2,4]triazine-4,6-dione